9-hydroxyoctadecane OC(CCCCCCCC)CCCCCCCCC